ClC1=CC(=C(C=C1)C1=NC(=NC2=NC(=CN=C12)C)N1CC(OC(C1)C)C=1C=NN(C1)C1CC1)F 4-(4-(4-chloro-2-fluorophenyl)-7-methylpteridin-2-yl)-2-(1-cyclopropyl-1H-pyrazol-4-yl)-6-methylmorpholine